ClC1=C(N=C(N1C)C1=C(C=C(C=N1)CO)F)C(F)(F)F [6-[5-chloro-1-methyl-4-(trifluoromethyl)imidazol-2-yl]-5-fluoro-3-pyridyl]methanol